(2S)-2-[(3R)-1-tert-Butoxycarbonylpyrrolidin-3-yl]-3-[3-[(2-fluoro-3-methoxy-phenyl)carbamoylamino]phenyl]propionic acid C(C)(C)(C)OC(=O)N1C[C@H](CC1)[C@@H](C(=O)O)CC1=CC(=CC=C1)NC(NC1=C(C(=CC=C1)OC)F)=O